O1CC[C@@H](C2=CC=CC=C12)NC(=O)C=1C=C(C=C(C1)F)CN1C(N[C@@](CC1=O)(C(C)C)CC)=[NH2+] [(4S)-1-[[3-[[(4S)-chroman-4-yl]carbamoyl]-5-fluoro-phenyl]methyl]-4-ethyl-4-isopropyl-6-oxo-hexahydropyrimidin-2-ylidene]ammonium